[1-[(2-Bromophenyl)methyl]-5-(3-cyclopropoxy-phenyl)-1H-pyrazol-3-yl]methanol BrC1=C(C=CC=C1)CN1N=C(C=C1C1=CC(=CC=C1)OC1CC1)CO